ClC1=CC=C(C=C1)S(=O)(=O)N1CCC(CC1)C(=O)NC=1SC2=C(N1)C(=CC(=C2)C)C 1-((4-Chlorophenyl)sulfonyl)-N-(4,6-dimethylbenzo[d]thiazol-2-yl)piperidine-4-carboxamide